copper-antimony sulfide [Sb]=S.[Cu]